N-[4-(3-Anilino-5-methyl-4-oxo-4,5,6,7-tetrahydro-1H-pyrrolo[3,2-c]pyridin-2-yl)pyridin-2-yl]-2-[4-(trifluoromethyl)phenyl]acetamid N(C1=CC=CC=C1)C1=C(NC2=C1C(N(CC2)C)=O)C2=CC(=NC=C2)NC(CC2=CC=C(C=C2)C(F)(F)F)=O